COC1=CC=C(C=C1)CN(C1=NC=CC=C1[C@@H](C)N(C1=NC(=NC(=C1C#N)Cl)SC)C)CC1=CC=C(C=C1)OC 4-[[(1R)-1-[2-[bis[(4-methoxyphenyl)methyl]amino]-3-pyridyl]ethyl]-methyl-amino]-6-chloro-2-methylsulfanyl-pyrimidine-5-carbonitrile